1H-PYRAZOL-3-AMINE N1N=C(C=C1)N